bis(pentaerythritol) bis(tert-butyl)phosphite C(C)(C)(C)P(O)(O)(O)C(C)(C)C.OCC(CO)(CO)CO.OCC(CO)(CO)CO